6-(4-(benzyloxy)phenyl)-4-(1H-pyrazol-4-yl)-7H-pyrrolo[2,3-d]pyrimidine C(C1=CC=CC=C1)OC1=CC=C(C=C1)C1=CC2=C(N=CN=C2C=2C=NNC2)N1